[Pd](Cl)Cl.C1(=CC=CC=C1)P([C-]1C=CC=C1)C1=CC=CC=C1.[C-]1(C=CC=C1)P(C1=CC=CC=C1)C1=CC=CC=C1.[Fe+2] 1,1'-bis(diphenyl-phosphino)ferrocene palladium chloride